CN(C1=CC=C(CCN2C(OC(=N2)CN2C=NC=3N=CN(C3C2=O)C)=O)C=C1)C 3-(4-(dimethylamino)phenethyl)-5-((7-methyl-6-oxo-6H-purin-1(7H)-yl)methyl)-1,3,4-oxadiazol-2(3H)-one